butylmethylpyrrolium C(CCC)C=1[NH+](C=CC1)C